C(C=C)N1C(N(C2=NC(=NC=C12)N)[C@@H]1O[C@@H]([C@H]([C@H]1O)F)CO)=O 7-allyl-2-amino-9-((2R,3S,4S,5R)-4-fluoro-3-hydroxy-5-(hydroxymethyl)tetrahydrofuran-2-yl)-7,9-dihydro-8H-purin-8-one